C1(=CC=CC=C1)CCCN1CCNCC1 4-(3-phenylpropyl)piperazin